(5'S,7a'R)-1-[3-(difluoromethyl)-5-fluoropyridin-2-yl]-5'-phenyltetrahydro-3'H-spiro[piperidine-4,2'-pyrrolo[2,1-b][1,3]oxazol]-3'-one FC(C=1C(=NC=C(C1)F)N1CCC2(C(N3[C@H](O2)CC[C@H]3C3=CC=CC=C3)=O)CC1)F